FC=1C=C(C=CC1)N1N=C(C=C(C1=O)C(=O)N[C@H](CO)C)C=1C=NC(=CC1)OC 2-(3-Fluorophenyl)-N-[(2S)-1-hydroxypropan-2-yl]-6-(6-methoxypyridin-3-yl)-3-oxo-2,3-dihydropyridazine-4-carboxamide